trans-4-(4-acryloyl-3-methylmorpholin-2-yl)-6-chloro-5'-methoxy-N-methyl-[2,4'-bipyridine]-2'-carboxamide C(C=C)(=O)N1[C@H]([C@@H](OCC1)C1=CC(=NC(=C1)Cl)C1=CC(=NC=C1OC)C(=O)NC)C